FC1=C(C(=CC(=C1)[N+](=O)[O-])F)F 1,2,3-trifluoro-5-nitro-benzene